FC1=C(C(=CC=C1)C)N1CCC(CC1)C1=CC=2C(=NC(=CN2)C)N(C1=O)CC1=C(C=CC=C1)OC(F)(F)F 7-(1-(2-Fluoro-6-methylphenyl)piperidin-4-yl)-3-methyl-5-(2-(trifluoromethoxy)benzyl)pyrido[2,3-b]pyrazin-6(5H)-one